ClC=1C=C(CN2CC3C(C2)CN(C3)C(=O)N3N=C(C=C3)NC(C)=O)C=C(C1)F N-(1-(5-(3-Chloro-5-fluorobenzyl)octahydropyrrolo[3,4-c]pyrrole-2-carbonyl)-1H-pyrazol-3-yl)acetamide